2-methyl-N-{cis-3-[methyl-(7H-pyrrolo[2,3-d]pyrimidin-4-yl)amino]cyclobutyl}-2,6-dihydropyrrolo[3,4-c]pyrazole-5(4H)-sulfonamide CN1N=C2C(=C1)CN(C2)S(=O)(=O)N[C@@H]2C[C@@H](C2)N(C=2C1=C(N=CN2)NC=C1)C